ClC1=CC=C(C(=N1)N[C@H](C)C1=CC(=CC=2N=C3OC[C@@H]4COCCN4C3=NC12)F)C=1C=NC=CC1 6-chloro-N-[(1R)-1-[(7S)-14-fluoro-5,9-dioxa-2,11,18-triazatetracyclo[8.8.0.02,7.012,17]octadeca-1(18),10,12(17),13,15-pentaen-16-yl]ethyl]-3-(3-pyridyl)pyridin-2-amine